tert-Butyl (3aR,5s,6aS)-5-((7-(4-(trifluoromethyl)pyridin-3-yl)thieno[2,3-d]pyridazin-4-yl)amino)hexahydrocyclopenta[c]pyrrole-2(1H)-carboxylate FC(C1=C(C=NC=C1)C=1N=NC(=C2C1SC=C2)NC2C[C@@H]1[C@@H](CN(C1)C(=O)OC(C)(C)C)C2)(F)F